C(=O)O.FC1(CN(CC1OCCN1CCCCC1)C=1C2=C(N=CN1)SC(=C2)C=2C(NC(NC2)=O)=O)F 5-[4-[3,3-Difluoro-4-[2-(1-piperidyl)ethoxy]pyrrolidin-1-yl]thieno[2,3-d]pyrimidin-6-yl]-1H-pyrimidine-2,4-dione formate salt